5-((2-(4-((3-(cyanomethyl)benzyl)amino)butoxy)ethyl)amino)benzo[c][2,6]naphthyridine-8-carboxamide C(#N)CC=1C=C(CNCCCCOCCNC2=NC3=C(C4=CN=CC=C24)C=CC(=C3)C(=O)N)C=CC1